(R/S)-4'-(((R)-1-(3-(1,1-difluoro-2-hydroxy-2-methylpropyl)-2-fluorophenyl)ethyl)amino)-2',6'-dimethyl-4,5-dihydro-2H-spiro[furan-3,8'-pyrrolo[2,3-g]quinazolin]-7'(6'H)-one FC(C(C)(C)O)(F)C=1C(=C(C=CC1)[C@@H](C)NC1=NC(=NC2=CC3=C(C=C12)N(C([C@@]31COCC1)=O)C)C)F |&1:28|